C(C)(C)[Si](N1C=CC2=CC=C(C=C12)S(=O)(=O)N1CCC(CC1)OC1=CC=C(C=C1)O)(C(C)C)C(C)C 4-[[1-(1-triisopropylsilylindol-6-yl)sulfonyl-4-piperidyl]oxy]phenol